BrC=1C=C(C=CC1)CC(C(=O)N)C1=CC=CC=C1 3-(m-bromophenyl)-2-phenylpropionamide